chlorooctoxymagnesium ClCCCCCCCCO[Mg]